5-[3,5-bis(trifluoromethyl)phenoxy]-3-bromo-1-(propan-2-yl)-1H-1,2,4-triazole FC(C=1C=C(OC2=NC(=NN2C(C)C)Br)C=C(C1)C(F)(F)F)(F)F